C[C@]12CC(C[C@](CCC1)(N2)C)N(C2=CC=C(N=N2)C2=C(C=C(C=C2)/C=C/C(=O)NC)O)C (E)-3-(4-(6-(((1R,3s,5S)-1,5-dimethyl-9-azabicyclo[3.3.1]nonan-3-yl)(methyl)amino)pyridazin-3-yl)-3-hydroxyphenyl)-N-methylacrylamide